C(C1=CC=CC=C1)OCCC(F)C1(CN(C1)C(=O)OC(C)(C)C)C#N tert-butyl 3-(3-benzyloxy-1-fluoro-propyl)-3-cyano-azetidine-1-carboxylate